BrC1=CC=C2N=C(C=NC2=C1)C(F)(F)F 7-bromo-3-(trifluoromethyl)quinoxaline